COC(C1=C(C=CC(=C1)CO)F)=O 2-fluoro-5-(hydroxymethyl)benzoic acid methyl ester